C(C)(C)(C)C1N(CCC(C1)OCCCOCC1=CC=CC=C1)C(=O)O tert-Butyl-4-(3-(benzyloxy)propoxy)piperidine-1-carboxylic acid